FC(C(=O)NC1=NNC(=C1)OC(C)NC1=CC(=CC=C1)F)(F)F 2,2,2-trifluoro-N-(5-(2-((3-fluorophenyl)amino)-2-ethoxy)-1H-pyrazol-3-yl)acetamide